6-(2,6-dichlorophenyl)-2-((3-chloro-4-(4-methylpiperazin-1-yl)phenyl)amino)-8,9-dihydroimidazo[1,2-a]pyrimido[5,4-e]pyrimidin-5(6H)-one dihydrochloride Cl.Cl.ClC1=C(C(=CC=C1)Cl)N1C=2N(C3=C(C1=O)C=NC(=N3)NC3=CC(=C(C=C3)N3CCN(CC3)C)Cl)CCN2